4-((tert-Butyldiphenylsilyl)oxy)cycloheptane-1-carboxylic acid methyl ester COC(=O)C1CCC(CCC1)O[Si](C1=CC=CC=C1)(C1=CC=CC=C1)C(C)(C)C